(R)-N-ethyl-2-((4-(3-((7-(ethanesulfonamido)-2-azaspiro[3.5]nonan-2-yl)methyl)pyrrolidin-1-yl)pyrimidin-5-yl)oxy)-5-fluoro-N-isopropylbenzamide C(C)N(C(C1=C(C=CC(=C1)F)OC=1C(=NC=NC1)N1C[C@H](CC1)CN1CC2(C1)CCC(CC2)NS(=O)(=O)CC)=O)C(C)C